ClC1=C(C=CC=C1)C(C(C)C=1N(C(C(=C(N1)C(=O)[O-])OC)=O)C)C1=C(C=CC=C1)Cl.[Na+] sodium 2-(1,1-bis(2-chlorophenyl)propan-2-yl)-5-methoxy-1-methyl-6-oxo-1,6-dihydropyrimidine-4-carboxylate